5-amino-6-bromonicotinoic acid methyl ester COC(C1=CN=C(C(=C1)N)Br)=O